C[C@@H]1N(CC/C(/C1)=N/NS(=O)(=O)C1=CC=C(C=C1)C)C(=O)OCC1=CC=CC=C1 benzyl (2S,4Z)-2-methyl-4-[(4-methylbenzenesulfonamido)imino]piperidine-1-carboxylate